N[C@H]1C2N(CC1CC2)C(=O)C=2C=CC=1N(C2)N=C(C1C)C1=CC=2C(=NC(=CC2)C=2C=CC(=NC2)C(=O)NC)N1CC1CC1 5-(2-{6-[(7R)-7-Amino-2-azabicyclo[2.2.1]heptane-2-carbonyl]-3-methylpyrazolo[1,5-a]pyridin-2-yl}-1-(cyclopropylmethyl)-1H-pyrrolo[2,3-b]pyridin-6-yl)-N-methylpyridine-2-carboxamide